P(=O)(O)(O)O.CC1=NNC=C1C 3,4-dimethyl-1H-pyrazole dihydrogen phosphate